C(C)(=O)OI peracetic acid, iodide